C[Si](C)(C)OP(O[Si](C)(C)C)(O[Si](C)(C)C)=O phosphoric acid tri(trimethylsilyl) ester